C(N)(=O)C1=C(C(=CC(=C1)Cl)C)NC(=O)C=1N(N=C(C1)OCC(C(F)(F)F)(F)F)C1=NC=CC=C1Cl N-(2-carbamoyl-4-chloro-6-methyl-phenyl)-2-(3-chloro-2-pyridyl)-5-(2,2,3,3,3-pentafluoropropoxy)pyrazole-3-carboxamide